O=C1NC=C(C(N1)=O)B(O)O (2,4-dioxo-1H-pyrimidin-5-yl)boronic acid